ClC1=C(C=CC=C1)[C@@H](C(=O)OC)N1CC2=C(CC1)SC(=C2)OC(\C=C\C=C\C)=O Methyl (S)-2-(2-chlorophenyl)-2-(2-((2E,4E)-2,4-hexadienoyloxy)-6,7-dihydrothieno[3,2-c]pyridin-5(4H)-yl)-acetate